6-((4-(1-(2-fluoro-2-methylpropyl)piperidin-4-yl)-1H-1,2,3-triazol-1-yl)methyl)nicotinohydrazide FC(CN1CCC(CC1)C=1N=NN(C1)CC1=NC=C(C(=O)NN)C=C1)(C)C